C(C=C)(=O)OC(O)C(O)CO acryloyloxyglycerin